O=C1N(CCC(N1)=O)C1=CN=C2N1C=CC(=C2)C2CCN(CC2)C(=O)OC(C)(C)C tert-butyl 4-[3-(2,4-dioxo-1,3-diazinan-1-yl)imidazo[1,2-a]pyridin-7-yl]piperidine-1-carboxylate